monomethyl maleate (monomethyl maleate) C/C(/C(=O)O)=C/C(=O)O.C(\C=C/C(=O)O)(=O)OC